ClC1=C(C=CC=C1)N1C(N=C(C2=CC=C(C=C12)C1CC1)N[C@H](CO)C)=O 1-(2-chlorophenyl)-7-cyclopropyl-4-(((S)-1-hydroxypropan-2-yl)amino)-quinazolin-2(1H)-one